ClC1=C(C=CC=C1Cl)C=1C=CC=2C(=NC=C(N2)N2CC(CC2)CN)N1 (1-(6-(2,3-dichlorophenyl)pyrido[2,3-b]pyrazin-2-yl)pyrrolidin-3-yl)methylamine